ClC1=C(C=CC=C1)N1C(N=C(C2=CC=C(C=C12)C1CC1)N1CCC(CC1)CO)=O 1-(2-Chlorophenyl)-7-cyclopropyl-4-(4-(hydroxymethyl)piperidin-1-yl)quinazolin-2(1H)-one